ClC1=C2C(=C(C(=NC2=C(C=C1)Cl)S(=O)C=1C=NC=NC1)C(C)=O)NC1CC(C1)C(F)(F)F 1-(5,8-dichloro-2-(pyrimidin-5-ylsulfinyl)-4-((3-(trifluoromethyl)cyclobutyl)amino)quinolin-3-yl)ethan-1-one